BrC=1C=C2C=CN(C2=C(C1)C(=O)OC)CC1=CC=C(C=C1)C(F)(F)F methyl 5-bromo-1-(4-(trifluoromethyl) benzyl)-1H-indole-7-carboxylate